dimethylsiloxane C[Si](O*)(C)*